ClC=1C=C(COC=2C=C(C(=O)O)C=CC2)C=CC1Cl 3-(3,4-Dichlorobenzyloxy)benzoic acid